3-(3-chloro-4-fluoro-2-methoxyanilino)-2-[3-(2-methoxy-2-methylpropoxy)pyridin-4-yl]-1,5,6,7-tetrahydro-4H-pyrrolo[3,2-c]pyridin-4-one ClC=1C(=C(NC2=C(NC3=C2C(NCC3)=O)C3=C(C=NC=C3)OCC(C)(C)OC)C=CC1F)OC